C(C)(C)NCC(C)(O)C 1-(isopropylamino)-2-methylpropan-2-ol